1,2,3,5-cyclohexanetetraol C1(C(C(CC(C1)O)O)O)O